N1(CCCCC1)C(COC(CN(CCCC)C)C)C 2-[2-(1-piperidinyl)propoxy]propyl-N-methyl-N-(n-butyl)-amine